C(C1=CC=CC=C1)=C([C@H]([C@H]([C@@H]([C@H](C(O)=CC1=CC=CC=C1)O)O)O)O)O dibenzylidenesorbitol